2-((6-((3-methylpyridin-2-yl)amino)pyrimidin-4-yl)amino)benzamide CC=1C(=NC=CC1)NC1=CC(=NC=N1)NC1=C(C(=O)N)C=CC=C1